2,2-dibutyl-1,3-propylene glycol dimethyl ether COCC(COC)(CCCC)CCCC